N1C(=NC=C1)C1CCN(CC1)C(=O)C1=CC=C(C=C1)C1=CC(=CC=C1)S(=O)(=O)C (4-(1H-imidazol-2-yl)piperidin-1-yl)(3'-(methylsulfonyl)-[1,1'-biphenyl]-4-yl)methanone